4,4'-dicyanobiphenyl C(#N)C1=CC=C(C=C1)C1=CC=C(C=C1)C#N